(butylamino)-2-nitrobenzoic acid C(CCC)NC=1C(=C(C(=O)O)C=CC1)[N+](=O)[O-]